diphenyl-(4-(phenylthio)phenyl)sulfonium C1(=CC=CC=C1)[S+](C1=CC=C(C=C1)SC1=CC=CC=C1)C1=CC=CC=C1